C\C=C\C(CCCCCCC)=O (E)-undec-2-en-4-one